butyl 3-(((methylsulfonyl)oxy)methyl)azetidine-1-carboxylate CS(=O)(=O)OCC1CN(C1)C(=O)OCCCC